6-(2-methylpyrazolo[3,4-b]pyridin-5-yl)-4-(2-oxaspiro[3.3]heptane-6-yl)-2-sulfonyl-pyridine-3-carbonitrile CN1N=C2N=CC(=CC2=C1)C1=CC(=C(C(N1)=S(=O)=O)C#N)C1CC2(COC2)C1